COC(C1=C(C(=C(C(=C1)[N+](=O)[O-])NC(C)C)Br)F)=O 3-Bromo-2-fluoro-4-(isopropylamino)-5-nitrobenzoic acid methyl ester